FC(OC1=CC=CC=2C(N([C@]3(C=4N([C@@H](C21)C3)C3=C(N4)C=CC(=C3)C=3C=NC(=NC3)C(C)(C)O)C)CC)=O)F (7R,14R)-1-(difluoromethoxy)-6-ethyl-11-[2-(2-hydroxypropan-2-yl)pyrimidin-5-yl]-7-methyl-6,7-dihydro-7,14-methanobenzimidazo[1,2-b][2,5]benzodiazocin-5(14H)-one